FC1(C2CN(CC12)C=1N=NC(=C2C1N=CC=C2)C2=C(C=C(C=C2)C(F)(F)F)O)F 2-(8-(6,6-difluoro-3-azabicyclo[3.1.0]hexan-3-yl)pyrido[2,3-d]pyridazin-5-yl)-5-(trifluoromethyl)phenol